[C@H]12CN(C[C@H](CC1)N2)C2=NC(=NC1=C(C(=CC=C21)C2=CC(=CC1=CC=CC=C21)O)F)N2CC1(C2)CNCC1 4-(4-((1R,5S)-3,8-diazabicyclo[3.2.1]octan-3-yl)-8-fluoro-2-(2,6-diazaspiro[3.4]octan-2-yl)quinazolin-7-yl)naphthalen-2-ol